C1(CC1)CN1[C@H]2[C@@]34C[C@@H]([C@@]([C@H]5[C@@]3(C=3C(=C(C=CC3C2)OC)O5)CC1)(CC4)OC)[C@@](C)(C(C)(C)C)O (2S)-2-[17-(cyclopropylmethyl)-4,5α-epoxy-3,6-dimethoxy-6α,14-ethano-14α-morphinan-7α-yl]-3,3-dimethylbutan-2-ol